3,5,5-trimethyl-hexyl 2,4,4-trimethyl-pentyl ether CC(COCCC(CC(C)(C)C)C)CC(C)(C)C